5,7-Difluoro-1-(3'-hydroxy-[1,1'-biphenyl]-4-yl)-1H-indazol-6-ol FC=1C=C2C=NN(C2=C(C1O)F)C1=CC=C(C=C1)C1=CC(=CC=C1)O